C(#N)C1=C(C=CC=C1)N1C(C=CC1=O)=O 1-(2-cyanophenyl)-1H-pyrrole-2,5-dione